(R)-2-Fluoro-5-((1-methylpiperidin-4-yl)oxy)-3-(5-methylthiazol-2-yl)-N-(1-(2-(Trifluoromethyl)pyrimidin-5-yl)ethyl)benzamide FC1=C(C(=O)N[C@H](C)C=2C=NC(=NC2)C(F)(F)F)C=C(C=C1C=1SC(=CN1)C)OC1CCN(CC1)C